(R)-1-(2-chloro-5-methoxyphenyl)-6-fluoro-4-oxo-7-(2-((pyridin-2-yloxy)methyl)pyrrolidin-1-yl)-1,4-dihydroquinoline-3-carboxylic acid ClC1=C(C=C(C=C1)OC)N1C=C(C(C2=CC(=C(C=C12)N1[C@H](CCC1)COC1=NC=CC=C1)F)=O)C(=O)O